3-methyl-2-oxo-butanoic acid CC(C(C(=O)O)=O)C